(S)-N-(2-Amino-1-(4,4-difluorocyclohexyl)-2-oxoethyl)-1-ethyl-1H-pyrazole-5-carboxamide NC([C@H](C1CCC(CC1)(F)F)NC(=O)C1=CC=NN1CC)=O